C1=CC=NC(=C1)C2=NC(=NC(=N2)C3=CC=CC=N3)C4=CC=CC=N4 2,4,6-tripyridyl-S-triazine